OC=1C=CC(=C2C=CC=NC12)C1=CC(=CC=C1)C1=NC2=C3N=CC=CC3=CC=C2C=C1 8-hydroxy-5-(3-(1,10-phenanthroline-2-yl)phenyl)quinoline